C(C1=CC=CC=C1)N(C(=O)OCC1=C(C=NN1C)C=1N=C(C(=NC1)OC1CCCCC1)C)C (1S,3S)-3-((5-(5-(((Benzyl(methyl)carbamoyl)oxy)methyl)-1-methyl-1H-pyrazol-4-yl)-3-methylpyrazin-2-yl)oxy)cyclohexan